(2-fluoro-4-nitrophenoxy)-3-iodopyridin-2-amine FC1=C(OC2=C(C(=NC=C2)N)I)C=CC(=C1)[N+](=O)[O-]